zinc bis(trifluoropropionyl-acetone) FC(CC(=O)CC(C)=O)(F)F.FC(CC(=O)CC(C)=O)(F)F.[Zn]